C(CCCCC(C)C)C1=CC=C(C=C1)OC(OC1=CC=C(C=C1)CCCCCC(C)C)=O di(4-iso-octylphenyl)-carbonate